NC1=C(C=C(C2=CC=CC=C12)S(=O)(=O)O)N=NC=1C=NC(=CC1)C1=C(C=CC=C1C)C 4-amino-3-[6-(2,6-dimethylphenyl)pyridin-3-ylazo]naphthalene-1-sulfonic acid